methyl (2S,4S)-4-amino-1-(2-methylbenzofuro[3,2-d]pyrimidin-4-yl)pyrrolidine-2-carboxylate N[C@H]1C[C@H](N(C1)C=1C2=C(N=C(N1)C)C1=C(O2)C=CC=C1)C(=O)OC